C(C1=CC=CC=C1)OC1=CC(=NC2=CC=NC(=C12)OCC)C=1C(=NC(=C(C1)C)C(F)(F)F)N1CCC(CCC1)(F)F 4-benzyloxy-2-[2-(4,4-difluoroazepan-1-yl)-5-methyl-6-(trifluoromethyl)-3-pyridinyl]-5-ethoxy-1,6-naphthyridine